CC(CC(C)(OOC(C)(C)C)C)OC(C(=C)C)=O.CC(=C)C=1C=C(C=CC1)C(C)(C)NC(O)=O N-[1-{3-(1-methylvinyl)-phenyl}-1-methylethyl]-carbamic acid 1,3-dimethyl-3-(t-butylperoxy)-butyl-methacrylate